C(CC1=CC(=C(C(=C1)C)O)C)C1=CC(=C(C(=C1)C)O)C 4,4'-(ethane-1,2-diyl)bis(2,6-dimethylphenol)